C(C)(C)(C)OC(=O)NC[C@@H](CCC#CC1=C(C=NN1C)C1=NC(=CC(=C1)C(=O)OC)C)C methyl 2-[5-[(5R)-6-(tert-butoxycarbonylamino)-5-methyl-hex-1-ynyl]-1-methyl-pyrazol-4-yl]-6-methyl-pyridine-4-carboxylate